6-bromo-7-(difluoromethyl)-7'-methoxy-1',3'-dimethyl-3,4-dihydro-2H-[1,5'-biquinolin]-2'(1'H)-one BrC=1C=C2CCCN(C2=CC1C(F)F)C=1C=2C=C(C(N(C2C=C(C1)OC)C)=O)C